5-amino-6-(2-chloro-5-fluorophenyl)-2-methyl-7,8-dihydro-6H-pyrrolo[4,3-g]indazol-8-one NC1=CC2=CN(N=C2C2=C1C(NC2=O)C2=C(C=CC(=C2)F)Cl)C